C(C)(C)(C)PC1=C(C(=CC=C1OC)OC)C1=C(C=C(C=C1C(C)C)C(C)C)C(C)C tert-butylphosphino-3,6-dimethoxy-2',4',6'-triisopropyl-1,1'-biphenyl